2-tertiarybutyl-4-hydroxyanisole C(C)(C)(C)C1=C(C=CC(=C1)O)OC